C[Si](CCOCN1C2=NC=NC(=C2N=C1)N)(C)C 9-((2-(trimethylsilyl)ethoxy)methyl)-9H-purin-6-amine